3-((5-amino-2-(1H-pyrazol-1-yl)thieno[3,2-b]pyridin-7-yl)amino)-1-propanol NC1=CC(=C2C(=N1)C=C(S2)N2N=CC=C2)NCCCO